C(#N)C1=CC=C2C(N(C(C2=C1)(C)C)C1=CC=CC(=N1)C1CCN(CC1)CC1=NC2=C(N1C[C@H]1OCC1)C=C(C=C2)C(=O)O)=C=O (S)-2-((4-(6-(6-cyano-1,1-dimethyl-3-carbonylisoindol-2-yl)pyridin-2-yl)Piperidin-1-yl)methyl)-1-(oxetan-2-ylmethyl)-1H-benzo[d]imidazole-6-carboxylic acid